C1(=CC=CC=C1)C=1C(=C(C(=C2C1N=C1C=CC3=C4C=CC=CC4=NC3=C12)C1=NN=NC=C1)C1=CC=CC=C1)C1=CC=CC=C1 [tri(phenyl)indolocarbazolyl]triazine